2-(4-(1-oxoisoindolin-2-yl)phenyl)butyric acid methyl ester COC(C(CC)C1=CC=C(C=C1)N1C(C2=CC=CC=C2C1)=O)=O